C(C(C)C)NCCCCCCN N-isobutylhexane-1,6-diamine